(3aS,5aS,8R,8aS,9R,10aS)-9-(tert-butyl)-9-hydroxy-2,4,7-trioxooctahydro-4H,9H-furo[3'',2'':2',3']cyclopenta[1',2':3,4]furo[2,3-b]pyrrol-8-yl benzoate C(C1=CC=CC=C1)(=O)O[C@@H]1[C@@]23[C@@H](NC1=O)OC([C@]21[C@H](C[C@@]3(O)C(C)(C)C)OC(C1)=O)=O